1-methyl-2,3-dioxo-6-[4-(2-tetrahydropyran-4-yloxyethoxy)phenoxy]indoline-5-carboxamide CN1C(C(C2=CC(=C(C=C12)OC1=CC=C(C=C1)OCCOC1CCOCC1)C(=O)N)=O)=O